C(C)S(=O)(C)=NC1=NC(=C(C=2C=C3C(=CC12)N=NN3)C3=CC=C(C=C3)F)C(C)C ethyl((8-(4-fluorophenyl)-7-isopropyl-1H-[1,2,3]triazolo[4,5-g]isoquinolin-5-yl)imino)(methyl)-λ6-sulfanone